S(=O)(=O)(O)O.C(=O)(O)CCCCCOC1=CC=C(C=C1)C(C1=CC=C(C=C1)[Na])C1=NC=CC=C1 4-((4-((5-carboxypentyl)oxy)phenyl)(pyridin-2-yl)methyl)phenylsodium sulfate